(E)-6-bromo-1-(2-hydrazineylidene-7-(trifluoromethyl)-1,2-dihydropyrido[2,3-d]pyrimidin-4-yl)-1,2,3,5-tetrahydrobenzo[e][1,4]oxazepine BrC1=CC=CC=2N(CCOCC21)C=2C1=C(N\C(\N2)=N/N)N=C(C=C1)C(F)(F)F